Phenyl[bis(biphenylyl)triazinyl]dibenzofuran C1(=CC=CC=C1)C1=C(C2=C(OC3=C2C=CC=C3)C=C1)C1=NN=NC(=C1C1=C(C=CC=C1)C1=CC=CC=C1)C1=C(C=CC=C1)C1=CC=CC=C1